(di-4-toluidino)phenylcyclohexane C1(=CC=C(C=C1)NC1(CCC(CC1)C1=CC=CC=C1)NC1=CC=C(C=C1)C)C